(3S,4r,5R)-1-(spiro[4.5]dec-8-ylmethyl)piperidine-3,4,5-triol C1CCCC12CCC(CC2)CN2C[C@@H](C([C@@H](C2)O)O)O